(S)-2-((3-iodophenoxy)methyl)oxirane IC=1C=C(OC[C@H]2OC2)C=CC1